N-(1-(3-((2,6-dioxopiperidin-3-yl)amino)benzyl)piperidin-4-yl)-2-fluoro-5-methoxy-4-((4-((2-methyl-3-oxoisoindolin-4-yl)oxy)-5-(trifluoromethyl)pyrimidin-2-yl)amino)benzamide O=C1NC(CCC1NC=1C=C(CN2CCC(CC2)NC(C2=C(C=C(C(=C2)OC)NC2=NC=C(C(=N2)OC2=C3C(N(CC3=CC=C2)C)=O)C(F)(F)F)F)=O)C=CC1)=O